CC=1N=NSC1COC1=CC=C(C=C1)C=1C=C(C(NC1C(F)(F)F)=O)C(=O)N 5-(4-((4-methyl-1,2,3-thiadiazol-5-yl)methoxy)phenyl)-2-oxo-6-(trifluoromethyl)-1,2-dihydropyridine-3-carboxamide